BrC=1C=C(CNC2=C3N=CN(C3=NC(=N2)Cl)[C@@H]2OC[C@@H]([C@H]2O)O)C=CC1 (2R,3R,4S)-2-(6-(3-bromobenzylamino)-2-chloro-9H-purin-9-yl)tetrahydrofuran-3,4-diol